FC1=C(CN2C(C=3C=CC=NC3C(=C2)C(=O)N[C@@H]2[C@H](COCC2)O)=O)C(=CC(=C1)C1=CC=NN1C)F 6-(2,6-difluoro-4-(1-methyl-1H-pyrazol-5-yl)benzyl)-N-((3R,4S)-3-hydroxytetrahydro-2H-pyran-4-yl)-5-oxo-5,6-dihydro-1,6-naphthyridine-8-carboxamide